2-(4-methylphenyl)-6,7,8,9-tetrahydro-4H-furo[2,3-D]pyrido[1,2-a]pyrimidine-4-thione CC1=CC=C(C=C1)C1=CC2=C(N=C3N(C2=S)CCCC3)O1